ClC1=C(C2=C(N=N1)N(CCC2)C2=CC=C(C(=N2)C(=O)OCC2=CC=C(C=C2)OC)C=2C=NN(C2C)CC21CC3(CC(CC(C2)C3)C1)OCCO)C (4-methoxyphenyl)methyl 6-(3-chloro-4-methyl-6,7-dihydro-5H-pyrido[2,3-c]pyridazin-8-yl)-3-[1-[[3-(2-hydroxyethoxy)-1-adamantyl]methyl]-5-methyl-pyrazol-4-yl]pyridine-2-carboxylate